7-Formyl-N-(4-((2-methoxyethyl)amino)-5-(pyridin-3-ylethynyl)pyridin-2-yl)-3,4-dihydro-1,8-naphthyridine-1(2H)-carboxamide C(=O)C1=CC=C2CCCN(C2=N1)C(=O)NC1=NC=C(C(=C1)NCCOC)C#CC=1C=NC=CC1